(5-Bromo-1H-pyrrolo[2,3-b]pyridin-3-yl)-(2,4-difluoro-3-nitrophenyl)methanone BrC=1C=C2C(=NC1)NC=C2C(=O)C2=C(C(=C(C=C2)F)[N+](=O)[O-])F